6-(6-ethoxypyridin-3-yl)-N'-(5-methoxy-2-methylbenzyl)pyrazine-2-carbohydrazide C(C)OC1=CC=C(C=N1)C1=CN=CC(=N1)C(=O)NNCC1=C(C=CC(=C1)OC)C